8-bromo-7-fluoro-1-methylquinoxalin-2(1H)-one BrC=1C(=CC=C2N=CC(N(C12)C)=O)F